1-(4-bromophenyl)piperidin-4-one BrC1=CC=C(C=C1)N1CCC(CC1)=O